BrCCCCC=CCC=CCC=CCC=CCC=CCC 20-bromo-3,6,9,12,15-eicosapentaene